C[SiH](C=CC(F)(F)F)C dimethyl-(trifluoromethyl)vinylsilane